C(C)(C)OC[C@@H]1CC[C@@]2(CCCN12)CO ((3S,7aS)-3-(Isopropoxymethyl)hexahydro-1H-pyrrolizine-7a-yl)methanol